((3aR,4R,6R,6aR)-6-(4-aminopyrrolo[2,1-f][1,2,4]triazin-7-yl)-6-cyano-2,2-dimethyltetrahydrofuro[3,4-d][1,3]dioxol-4-yl)methyl (tert-butoxycarbonyl)-L-valinate C(C)(C)(C)OC(=O)N[C@@H](C(C)C)C(=O)OC[C@H]1O[C@@]([C@@H]2OC(O[C@@H]21)(C)C)(C#N)C2=CC=C1C(=NC=NN12)N